CN(CCCCC(=O)N)C 5-(dimethylamino)pentanamide